C(CCCCC)(=O)OCCOC(C=C)=O acryloyloxyethyl caproate